NC1=NC=2C(=CC=CC2C=2N1N=C(C2)C(=O)N2CCC1(CCN(C1)C(=O)OC(C)(C)C)CC2)OC tert-butyl 8-(5-amino-7-methoxypyrazolo[1,5-c]quinazoline-2-carbonyl)-2,8-diazaspiro[4.5]decane-2-carboxylate